methyl-amine chloride salt [Cl-].CN